FS(C=1C=CC2=C(N=C(O2)N)C1)(F)(F)(F)F 5-(Pentafluorosulfanyl)benzo[d]oxazol-2-amine